NCC(C1=CC=C(C=C1)C(F)(F)F)N1N=C(C(=C1)C1=C(C(=NC=N1)N)C1=CC=C(C=C1)Cl)C 6-(1-{2-amino-1-[p-(trifluoromethyl)phenyl]ethyl}-3-methyl-1H-pyrazol-4-yl)-5-(p-chlorophenyl)-4-pyrimidinylamine